6-benzoylamino-1-naphthol C(C1=CC=CC=C1)(=O)NC=1C=C2C=CC=C(C2=CC1)O